N[C@@H](C)C=1N(S(C2=C(C1)C=CC=C2F)(=O)=O)C2=CN=CS2 (S)-3-(1-aminoethyl)-8-fluoro-2-(thiazol-5-yl)-2H-benzo[e][1,2]Thiazine-1,1-dioxide